C\C(=C/CC1=C(C=C(C=C1O)CCC)O)\CCC=C(C)C (E)-2-(3,7-dimethylocta-2,6-dien-1-yl)-5-propylbenzene-1,3-diol